ethyl 3-(((tert-butoxycarbonyl)amino)methyl)-5-(3-fluorobenzyl)-4,5-dihydroisoxazole-5-carboxylate C(C)(C)(C)OC(=O)NCC1=NOC(C1)(C(=O)OCC)CC1=CC(=CC=C1)F